7-fluoro-6-(1'-isopropyl-[1,4'-bipiperidin]-4-yl)-2-(4-(methyl-sulfonyl)phenyl)imidazo[1,2-a]pyridine FC1=CC=2N(C=C1C1CCN(CC1)C1CCN(CC1)C(C)C)C=C(N2)C2=CC=C(C=C2)S(=O)(=O)C